O[C@H]1CN(C[C@@H]1O)C(=O)C1=CC(=NC=C1)C(=O)NC1=CC(=CC=C1)[C@H](C)SC1=NN=CN1C 4-[[(3S,4S)-3,4-dihydroxypyrrolidin-1-yl]carbonyl]-N-[3-[(1S)-1-[(4-methyl-4H-1,2,4-triazol-3-yl)sulfanyl]ethyl]phenyl]pyridine-2-carboxamide